C(C)N(S(=O)(=O)C=1C=C2COCC2=CC1)C(C(F)(F)F)C1=CC=C(C=C1)F N-ethyl-N-(2,2,2-trifluoro-1-(4-fluorophenyl)ethyl)-1,3-dihydroisobenzofuran-5-sulfonamide